(dimethylsilanediyl)bis(cyclohexane-1,2-dicarboxylic acid) C[Si](C1(C(CCCC1)C(=O)O)C(=O)O)(C1(C(CCCC1)C(=O)O)C(=O)O)C